C(C)(=O)OC1OC(C=C1C1=CC=C2C=3CCC4CC(CCC4(C3CCC12C)C)OC(C)=O)=O 3-(3-acetoxy-10,13-dimethyl-2,3,4,5,6,7,10,11,12,13-decahydro-1H-cyclopenta[a]phenanthren-17-yl)-5-oxo-2,5-dihydrofuran-2-yl acetate